COC1=CC(=CC2=C1C(=NO2)NS(=O)(=O)C2=C(C(=O)O)C=CC=C2)CN2N=CC(=C2)CNC(CC)=O 2-(N-(4-methoxy-6-((4-(propionamidomethyl)-1H-pyrazol-1-yl)methyl)benzo[d]isoxazol-3-yl)sulfamoyl)benzoic acid